2-(2,6-Dichloro-phenyl)-5-[4-(6,7-dihydro-4H-pyrano[4,3-c]pyrazol-1-yl)-phenylamino]-2H-[1,2,3]triazole-4-carboxylic acid amide ClC1=C(C(=CC=C1)Cl)N1N=C(C(=N1)C(=O)N)NC1=CC=C(C=C1)N1N=CC2=C1CCOC2